NC1=C(C=NN1C1=CC2=C(NC(=N2)C2CC2)C=C1)C(=O)C=1N(C2=CC(=CC=C2C1)F)S(=O)(=O)C1=CC=CC=C1 (5-Amino-1-(2-cyclopropyl-1H-benzo[d]imidazol-5-yl)-1H-pyrazol-4-yl)(6-fluoro-1-(phenylsulfonyl)-1H-indol-2-yl)methanone